tert-butyl 2-((methylsulfonyl)oxy)-7-azaspiro[3.5]nonane-7-carboxylate CS(=O)(=O)OC1CC2(C1)CCN(CC2)C(=O)OC(C)(C)C